(3R)-3-amino-5-[(4-chlorophenyl)methyl]-8-fluoro-1,1-dioxo-7-[5-[1-(trifluoromethyl)cyclopropyl]-1,3,4-oxadiazol-2-yl]-2,3-dihydro-1λ6,5-benzothiazepin-4-one N[C@H]1CS(C2=C(N(C1=O)CC1=CC=C(C=C1)Cl)C=C(C(=C2)F)C=2OC(=NN2)C2(CC2)C(F)(F)F)(=O)=O